N-(2,4-dimethoxybenzyl)-5-nitro-2-(2H-pyrazolo[4,3-b]pyridin-2-yl)benzenesulfonamide COC1=C(CNS(=O)(=O)C2=C(C=CC(=C2)[N+](=O)[O-])N2N=C3C(N=CC=C3)=C2)C=CC(=C1)OC